CC1=NN(C(=C1)C)C1=NC(=CC=C1C(C)=O)N1C=NC2=C1C=C(C=C2)NC=2N=NC(=CC2)C 1-[2-(3,5-dimethylpyrazol-1-yl)-6-[6-[(6-methylpyridazin-3-yl)amino]benzimidazol-1-yl]-3-pyridinyl]ethanone